4-bromo-6-carboxyaniline BrC1=CC=C(N)C(=C1)C(=O)O